CC1=CC=C(C=C1)N(C2=CC=C(C=C2)C)C3=CC=C(C=C3)C=CC4=CC=C(C=C4)C=CC5=CC=C(C=C5)N(C6=CC=C(C=C6)C)C7=CC=C(C=C7)C 1,4-bis[2-[4-[N,N-di(P-tolyl)amino]phenyl]vinyl]benzene